5-((3'-ethoxy-4'-(3-(4-methoxybenzyl)-7-oxo-6,7-dihydro-3H-[1,2,3]triazolo[4,5-d]pyrimidin-5-yl)-[1,1'-biphenyl]-3-yl)methyl)thiazolidine-2,4-dione C(C)OC=1C=C(C=CC1C=1NC(C2=C(N1)N(N=N2)CC2=CC=C(C=C2)OC)=O)C2=CC(=CC=C2)CC2C(NC(S2)=O)=O